CN1C(CNC2=CC(=C(C=C12)C=1C=NN(C1)C)C#N)C 1,2-dimethyl-7-(1-methyl-1H-pyrazol-4-yl)-1,2,3,4-tetrahydroquinoxaline-6-carbonitrile